2-(3-pyridyl)-N-[(tetrahydro-2-furanyl)methyl]-2H-indazole-5-carboxamide N1=CC(=CC=C1)N1N=C2C=CC(=CC2=C1)C(=O)NCC1OCCC1